(R)-1-(4-Aminobenzoyl)-N-(4-(3-(pyridin-4-yl)phenyl)thiazol-2-yl)azetidine-2-carboxamide hydrochloride Cl.NC1=CC=C(C(=O)N2[C@H](CC2)C(=O)NC=2SC=C(N2)C2=CC(=CC=C2)C2=CC=NC=C2)C=C1